ClC1=NC=C(C(=C1OC([2H])([2H])[2H])N)I 2-Chloro-5-iodo-3-(methoxy-d3)pyridin-4-amine